BrC1=CC=C(C=C1)C1C(CC(CC1)=C=O)(C(=O)O)O 2-(4-bromophenyl)-1-hydroxy-5-carbonylcyclohexane-1-carboxylic acid